C(C=C)OCC(C(=O)OCC(CO)O)=C 2,3-dihydroxypropyl α-allyloxymethylacrylate